C(C1=CC=CC=C1)[C@H]1N(C(OC1)=O)C1=NC(=CC=C1)C(F)(F)F |r| rac-(4R)-4-benzyl-3-[6-(trifluoromethyl)-2-pyridyl]oxazolidin-2-one